C(CCCCCCC\C=C/CCCCCCCC)(=O)[N+](CCO)(CC)C(CCCCCCC\C=C/CCCCCCCC)=O dioleoylethylhydroxyethylammonium